BrC=1C(=CC(=C(C1)S(=O)(=O)NC=1C(=C(C(=O)OC2=CC=CC=C2)C=C(C1)C1(CCC1)C#N)O)OC)Cl Phenyl 3-((5-bromo-4-chloro-2-methoxyphenyl)sulfonamido)-5-(1-cyanocyclobutyl)-2-hydroxybenzoate